methyl 2-[3-hydroxy-4-[4-[2-hydroxy-4-(2-methoxy-1-methyl-2-oxoethoxy)phenyl]-6-(4-methoxyphenyl)-1,3,5-triazin-2-yl]phenoxy]propanoate OC=1C=C(OC(C(=O)OC)C)C=CC1C1=NC(=NC(=N1)C1=C(C=C(C=C1)OC(C(=O)OC)C)O)C1=CC=C(C=C1)OC